2-(2,6-dimethyl-4-((4-(5-phenylpyridin-2-yl)piperazin-1-yl)methyl)phenoxy)-2-methylpropanoic acid ethyl ester C(C)OC(C(C)(C)OC1=C(C=C(C=C1C)CN1CCN(CC1)C1=NC=C(C=C1)C1=CC=CC=C1)C)=O